F[P-](F)(F)(F)(F)F.C(CCCCCCC)N1C=CC(=C1)C 1-octyl-4-methyl-pyrrole hexafluorophosphate